methyl (2S)-2-[4-bromo-2-(4-ethoxy-4,5-dihydroisoxazol-3-yl)phenoxy]butanoate BrC1=CC(=C(O[C@H](C(=O)OC)CC)C=C1)C1=NOCC1OCC